BrC1=CC2=C(N(N=C2C=C1)C)C(C)C 5-bromo-2-methyl-3-(propan-2-yl)-2H-indazole